2-amino-6-(benzyloxy)pyridine-3,5-dicarbonitrile NC1=NC(=C(C=C1C#N)C#N)OCC1=CC=CC=C1